(S)-4-(5,6-difluoro-4-((S)-1-fluoroethyl)pyridin-3-yl)-2-methyl-5-oxo-1,4,5,7-tetrahydrofurano[3,4-b]pyridine-3-carboxylic acid methyl ester COC(=O)C=1[C@@H](C2=C(NC1C)COC2=O)C=2C=NC(=C(C2[C@H](C)F)F)F